Cl.C1(CC1)CN1[C@H]2[C@@]3(CC[C@H]([C@H]4[C@@]3(C=3C(=C(C=CC3C2)O)O4)CC1)NC(CCC=1OC=CC1)=O)O 17-Cyclopropylmethyl-3,14β-dihydroxy-4,5α-epoxy-6β-[(3'-furanyl)propanamido]morphinan hydrochloride